acryloyloxytetradecylpropyl-dimethoxysilane C(C=C)(=O)OCCCCCCCCCCCCCC[Si](OC)(OC)CCC